7-((5-chloro-2-((2-methoxy-6-(4-(4-methylpiperazin-1-yl)piperidin-1-yl)pyridin-3-yl)amino)pyrimidin-4-yl)amino)isoindolin-1-one ClC=1C(=NC(=NC1)NC=1C(=NC(=CC1)N1CCC(CC1)N1CCN(CC1)C)OC)NC=1C=CC=C2CNC(C12)=O